(2R,4S)-N-((S)-1-((4-carbamimidoylbenzyl)amino)-1-oxopropan-2-yl)-4-(3-methoxyphenyl)pyrrolidine-2-carboxamide dihydrochloride Cl.Cl.C(N)(=N)C1=CC=C(CNC([C@H](C)NC(=O)[C@@H]2NC[C@@H](C2)C2=CC(=CC=C2)OC)=O)C=C1